2-isopropyl-6-methyl-1H-benzo[d]imidazole C(C)(C)C1=NC2=C(N1)C=C(C=C2)C